(propionamidomethyl)piperidin C(CC)(=O)NCN1CCCCC1